NC=1C=C(C#N)C=C(C1)Br 3-amino-5-bromo-benzonitrile